C(C1=CC=CC=C1)OC=1C(=NN(C1B(O)O)CCCOC)C (4-(benzyloxy)-1-(3-methoxypropyl)-3-methyl-1H-pyrazol-5-yl)boronic acid